2-[(cis)-3-hydroxy-3-methylcyclobutyl]-6-(4,4,5,5-tetramethyl-1,3,2-dioxaborolan-2-yl)-4-(trifluoromethyl)-1,3-isoindolinedione OC1(CC(C1)N1C(C2=CC(=CC(=C2C1=O)C(F)(F)F)B1OC(C(O1)(C)C)(C)C)=O)C